C1(CC1)N1N=NC2=C1C=CC(=C2)C2=CC(=NN2CC2=CC=C(C(=O)NO)C=C2)C2=CC=CC=C2 4-{[5-(1-cyclopropyl-1H-benzo[d][1,2,3]triazol-5-yl)-3-phenyl-1H-pyrazol-1-yl]methyl}-N-hydroxybenzamide